C(C)(C)(C)OC(=O)N1C[C@@H](CC1)OS(=O)(=O)C1=CC=C(C)C=C1 (R)-3-(toluene-4-sulfonyloxy)-pyrrolidine-1-carboxylic acid tert-butyl ester